benzyl 3-bromo-5-(3-(trifluoromethyl) phenylsulfonyl)-6a,7,9,10-tetrahydro-5H-pyrazino[1,2-a]pyrido[3,2-e]pyrazine-8(6H)-carboxylate BrC1=CC=2N(CC3N(C2N=C1)CCN(C3)C(=O)OCC3=CC=CC=C3)S(=O)(=O)C3=CC(=CC=C3)C(F)(F)F